C1(CC1)S(=O)(=O)NC1=CC(=NC=C1)[C@](C)(CCOC)NC(=O)C=1SC(=CN1)C1=NC(=CN=C1)OCC (S)-N-(2-(4-(cyclopropanesulphonylamino)pyridin-2-yl)-4-methoxybutan-2-yl)-5-(6-ethoxypyrazin-2-yl)thiazole-2-carboxamide